N1C=CC2=CC(=CC=C12)NC1=NC(=CN=C1N)C1=CC=NC=C1 N2-(1H-Indol-5-yl)-6-(pyridin-4-yl)pyrazine-2,3-diamine